Cl.CC=1C(=NC=C(N1)C(F)(F)F)N1CC2(CC1)CCNCC2 2-(3-methyl-5-(trifluoromethyl)pyrazin-2-yl)-2,8-diazaspiro[4.5]decane hydrochloride